5-methyl-N-(2-(1-phenyl-5-(trifluoromethyl)-1H-Pyrazol-4-yl)quinazolin-7-yl)isoxazole-4-carboxamide CC1=C(C=NO1)C(=O)NC1=CC=C2C=NC(=NC2=C1)C=1C=NN(C1C(F)(F)F)C1=CC=CC=C1